(1-(pyrimidin-5-yl)ethyl)aniline N1=CN=CC(=C1)C(C)NC1=CC=CC=C1